3-(2-(azetidin-3-yl)-1,2,3,4-tetrahydroisoquinolin-6-yl)-5-(2-fluoro-6-methylphenyl)-1H-pyrazolo[4,3-c]pyridazin-6(5H)-one hydrochloride Cl.N1CC(C1)N1CC2=CC=C(C=C2CC1)C1=NNC=2C1=NN(C(C2)=O)C2=C(C=CC=C2C)F